C1(CCCCC1)C1=C(OC2(CC2)C(=O)NS(=O)(=O)C2=NC(=CC=C2)N2CC(C2)(C)O)C=C(C=C1)C 1-(2-Cyclohexyl-5-methylphenoxy)-N-((6-(3-hydroxy-3-methylazetidin-1-yl)pyridin-2-yl)sulfonyl)cyclopropanecarboxamide